C(CCCC)OC=1C(=CC=2C3=CC(=C(C=C3C3=CC(=C(C=C3C2C1)OCCCCC)O)OCCCCC)OCCCCC)O 3,6,10,11-tetrakis(n-pentyloxy)triphenylene-2,7-diol